(2-methylimidazo[1,2-b]pyridazin-6-yl)methanone CC=1N=C2N(N=C(C=C2)C=O)C1